CC1CN(CCC1)S(=O)(=O)N 3-methylpiperidine-1-sulfonamide